5-[(4,6-dianilino-1,3,5-triazin-2-yl)amino]-2-[(E)-2-[4-[(4,6-dianilino-1,3,5-triazin-2-yl)amino]-2-sulfophenyl]vinyl]benzenesulfonic acid disodium salt [Na+].[Na+].N(C1=CC=CC=C1)C1=NC(=NC(=N1)NC1=CC=CC=C1)NC=1C=CC(=C(C1)S(=O)(=O)[O-])\C=C\C1=C(C=C(C=C1)NC1=NC(=NC(=N1)NC1=CC=CC=C1)NC1=CC=CC=C1)S(=O)(=O)[O-]